[Au].[Cu].[Ni].[Pt] Platinum-Nickel-Copper-Gold